(((9H-fluoren-9-yl)methoxy)carbonyl)-L-lysine hydrochloride Cl.C1=CC=CC=2C3=CC=CC=C3C(C12)COC(=O)N[C@@H](CCCCN)C(=O)O